7-fluoro-1-methyl-1H-indazol-3-yl-piperidine FC=1C=CC=C2C(=NN(C12)C)N1CCCCC1